FC1=CNC2=NC=CC(=C21)C2=CC=C(C=C2)C2(CCNCC2)O 4-(4-(3-fluoro-1H-pyrrolo[2,3-b]pyridin-4-yl)phenyl)piperidin-4-ol